FC1(CCC(CC1)NC1=NN2C(C(=N1)OC)=C(C(=C2)F)C=2C=CC=1N(C2)C(=CN1)C(=O)NC)F 6-(2-((4,4-difluorocyclohexyl)amino)-6-fluoro-4-methoxypyrrolo[2,1-f][1,2,4]triazin-5-yl)-N-methylimidazo[1,2-a]pyridine-3-carboxamide